FC=1C=NC=CC1C1=NC2=C(N1C)C=CC(=C2N2C[C@H](CC2)NC(OC(C)(C)C)=O)[N+](=O)[O-] tert-butyl N-[(3S)-1-[2-(3-fluoropyridin-4-yl)-1-methyl-5-nitro-1,3-benzodiazol-4-yl]pyrrolidin-3-yl]carbamate